4-[1-(2,6-dioxo-3-piperidinyl)-3-methyl-indol-5-yl]piperidine-1-carboxylic acid tert-butyl ester C(C)(C)(C)OC(=O)N1CCC(CC1)C=1C=C2C(=CN(C2=CC1)C1C(NC(CC1)=O)=O)C